CS(=O)(=O)N1CC2=NC=CC(=C2C1)C=1C=C(C=NC1)C1=CC=C(C=C1)N1C(CCC1)=O 1-(4-(5-(6-(methylsulfonyl)-6,7-dihydro-5H-pyrrolo[3,4-b]pyridin-4-yl)pyridin-3-yl)phenyl)pyrrolidin-2-one